C(C(C)OB1OCC2=C1C=CC(=C2)F)OB2OCC1=C2C=CC(=C1)F 1,1'-(propane-1,2-diylbis(oxy))bis(5-fluoro-1,3-dihydrobenzo[c][1,2]oxaborole)